N1N=C(C=C1)C1=CC=C2C(=CC(=NC2=C1)N)N[C@@H]1CNCC1 (S)-7-(1H-pyrazol-3-yl)-N4-(pyrrolidin-3-yl)quinoline-2,4-diamine